[Na+].[Na+].C1(=CC=C(C=C1)C=CC1=C(C=CC=C1)S(=O)(=O)[O-])C1=CC=C(C=C1)C=CC1=C(C=CC=C1)S(=O)(=O)[O-] 2,2'-([1,1'-Biphenyl]-4,4'-diyldi-2,1-ethenediyl)bisbenzenesulfonic acid disodium salt